methyltriphenethoxysilane methyl-5-(1,3-thiazol-2-yl)naphthalene-2-carboxylate COC(=O)C1=CC2=CC=CC(=C2C=C1)C=1SC=CN1.C[Si](OCCC1=CC=CC=C1)(OCCC1=CC=CC=C1)OCCC1=CC=CC=C1